1-(4-(benzo[d]isoxazol-3-ylmethyl)-3-oxo-3,4-dihydro-2H-benzo[b][1,4]thiazin-6-yl)-3-(1H-indol-3-yl)urea O1N=C(C2=C1C=CC=C2)CN2C1=C(SCC2=O)C=CC(=C1)NC(=O)NC1=CNC2=CC=CC=C12